(2S,4R)-4-(2-((2-methoxy-[1,1'-biphenyl]-4-yl)amino)-2-oxoethyl)-1-(2-methylbenzofuro[3,2-d]pyrimidin-4-yl)pyrrolidine-2-carboxylic acid COC1=C(C=CC(=C1)NC(C[C@H]1C[C@H](N(C1)C=1C2=C(N=C(N1)C)C1=C(O2)C=CC=C1)C(=O)O)=O)C1=CC=CC=C1